1-(tert-butyl)3-methyl-azepane C(C)(C)(C)N1CC(CCCC1)C